C(C)C1=C(C=CC=C1)[C@@H]1NCCCCC1 |r| (+/-)-2-(2-ethylphenyl)azepane